gamma-(2-aminoethyl)aminopropylmethyldimethoxysilane NCCNCCC[Si](OC)(OC)C